aluminum methylene (2,4-di-tert-butylphenoxy) phosphate P1(=O)(OCO1)OOC1=C(C=C(C=C1)C(C)(C)C)C(C)(C)C.[Al]